1,3,5-tris(di(ethenylsulfanyl)stibanyl)benzene C(=C)S[Sb](C1=CC(=CC(=C1)[Sb](SC=C)SC=C)[Sb](SC=C)SC=C)SC=C